perhydroisoindol-4-one hydrochloride Cl.C1NCC2C(CCCC12)=O